C(CC(C)C)C1=CC(=CC=2N(C(=NC21)OC)C(=O)N)C=2C=NC=NC2 iso-Pentyl-2-methoxy-6-(pyrimidin-5-yl)-1H-benzo[d]imidazole-1-carboxamide